tert-Butyl (3R)-3-[(4-chloro-5,6,7,8-tetrahydrophthalazin-1-yl)-methyl-amino]piperidine-1-carboxylate ClC1=NN=C(C=2CCCCC12)N([C@H]1CN(CCC1)C(=O)OC(C)(C)C)C